CC1=C(C2(N(C(=N1)N)OCO2)NC=2C=CC1=C(NC(O1)=O)C2)C2=CC=CC=C2 methyl-N2-(3,4-methylenedioxy)phenyl-N4-(2-oxo-2,3-dihydro-1,3-benzoxazol-5-yl)-2,4-pyrimidinediamine